(4-nitrophenyl)phenyliodonium triflate [O-]S(=O)(=O)C(F)(F)F.[N+](=O)([O-])C1=CC=C(C=C1)[I+]C1=CC=CC=C1